(R)-6-fluoro-8-methyl-7-((3-(methylsulfonyl)phenyl)(pyridin-4-yl)methoxy)chroman-4-one FC=1C=C2C(CCOC2=C(C1O[C@H](C1=CC=NC=C1)C1=CC(=CC=C1)S(=O)(=O)C)C)=O